6-(2-(6-oxa-2-azaspiro[3.5]non-2-yl)ethoxy)-4-(5-(6-((6-methoxypyridin-3-yl)methyl)-3,6-diazabicyclo[3.1.1]heptan-3-yl)pyrazine-2-yl)pyrazolo[1,5-a]pyridine-3-carbonitrile C1N(CC12COCCC2)CCOC=2C=C(C=1N(C2)N=CC1C#N)C1=NC=C(N=C1)N1CC2N(C(C1)C2)CC=2C=NC(=CC2)OC